CC1=CC(=C(C=C1)OC(C)C)C#C 4-Methyl-2-ethynyl-1-isopropoxybenzene